O1CCN(CC1)C=1C2=C(N=CN1)NC(=C2)C2=CC=C(C=C2)NC=2C=NC(=NC2)CN2C[C@@H](CCC2)NC(C=C)=O (R)-N-(1-((5-((4-(4-morpholino-7H-pyrrolo[2,3-d]pyrimidin-6-yl)phenyl)amino)pyrimidin-2-yl)methyl)piperidin-3-yl)acrylamide